C(C)OC(C(=O)NCC(C(=O)OCC)(C)C)(C)OCC Ethyl 3-[(2,2-diethoxypropionyl) amino]-2,2-dimethylpropionate